4-(2-((1-((1r,4r)-4-((1R,5S)-3-oxa-8-azabicyclo[3.2.1]octan-8-yl)cyclohexyl)-3-(3-(2,2,2-trifluoroethoxy)propoxy)-1H-pyrazol-4-yl)amino)pyrimidin-5-yl)benzonitrile [C@H]12COC[C@H](CC1)N2C2CCC(CC2)N2N=C(C(=C2)NC2=NC=C(C=N2)C2=CC=C(C#N)C=C2)OCCCOCC(F)(F)F